2-cyclohexyl-2-(3,3-dichloro-5-methylhexyl)-1,3-dipropoxypropane C1(CCCCC1)C(COCCC)(COCCC)CCC(CC(C)C)(Cl)Cl